methyl (S)-2-(4-(cyclopropyl((R)-1,1,1-trifluorobutan-2-yl)amino)-2,6-difluorobenzamido)-3-(6-(1-methyl-2,4-dioxo-1,4-dihydropyrido[3,4-d]pyrimidin-3(2H)-yl)pyridin-3-yl)propanoate C1(CC1)N(C1=CC(=C(C(=O)N[C@H](C(=O)OC)CC=2C=NC(=CC2)N2C(N(C3=C(C2=O)C=CN=C3)C)=O)C(=C1)F)F)[C@@H](C(F)(F)F)CC